(2S,4S)-4-acetamido-N-(3-chloro-4-fluorophenyl)-N-ethyl-1-(6-methyl-4-(trifluoromethyl)pyridin-2-yl)-5-oxopyrrolidine-2-carboxamide C(C)(=O)N[C@H]1C[C@H](N(C1=O)C1=NC(=CC(=C1)C(F)(F)F)C)C(=O)N(CC)C1=CC(=C(C=C1)F)Cl